3,5-dichloro-4-((6-chloro-5-morpholinylpyridazin-3-yl)oxy)aniline methyl-(3-methyl-4-((5-(4-(trifluoromethyl)phenyl)-1H-pyrazol-3-yl)amino)phenyl)carbamate CN(C(O)=O)C1=CC(=C(C=C1)NC1=NNC(=C1)C1=CC=C(C=C1)C(F)(F)F)C.ClC=1C=C(N)C=C(C1OC=1N=NC(=C(C1)N1CCOCC1)Cl)Cl